ClC1=C(C=CC(=C1)F)C=1C=NC(=NC1)C1CC1 5-(2-Chloro-4-fluorophenyl)-2-cyclopropylpyrimidin